BrC1=CSC=C1B(O)O 3-bromothiophene-4-boronic acid